ONN=C1C2(N=CN([C@H]3[C@H](O)[C@H](O)[C@@H](CO)O3)C2=NC=N1)C N6-hydroxyamino-5-methyladenosine